1-AMINONAPHTHALENE-8-CARBOXALDEHYDE NC1=CC=CC2=CC=CC(=C12)C=O